OC1=C(C=C(C=C1)O)\C=C/1\C(NC2=CC=CC=C12)=O (3E)-3-[(2,5-dihydroxyphenyl)methylene]-1,3-dihydro-2H-indol-2-one